2-Amino-9-((2R,3S,4S,5R)-4-fluoro-3-hydroxy-5-(hydroxymethyl)tetrahydrofuran-2-yl)-7-((1-methyl-1H-pyrazol-3-yl)methyl)-7,9-dihydro-8H-purin-8-on NC1=NC=C2N(C(N(C2=N1)[C@@H]1O[C@@H]([C@H]([C@H]1O)F)CO)=O)CC1=NN(C=C1)C